NCCCCCCC#CC1=C(C=C(C=C1)NC(CCNC(C[C@H]1C=2N(C3=C(C(=N1)C1=CC=C(C=C1)Cl)C(=C(S3)C)C)C(=NN2)C)=O)=O)CO (S)-N-(4-(8-aminooct-1-yn-1-yl)-3-(hydroxymethyl)phenyl)-3-(2-(4-(4-chlorophenyl)-2,3,9-trimethyl-6H-thieno[3,2-f][1,2,4]triazolo[4,3-a][1,4]diazepin-6-yl)acetamido)propanamide